butyl-(dimethyl)silyl chloride C(CCC)[Si](C)(C)Cl